C(C)N1C2=NC(=NC(=C2N=C1)N[C@@H]1CN(CC1)S(=O)(=O)N)N[C@H]([C@@H](C)O)CC (S)-3-((9-ethyl-2-(((2R,3S)-2-hydroxypentan-3-yl)amino)-9H-purin-6-yl)amino)pyrrolidine-1-sulfonamide